C1(CC1)C1=CC=CC(=C1NC1=CC(=NC=C1C(=O)NOC)NC1=NC=C(C(=C1)C)F)N(S(=O)(=O)C)C 4-((6-Cyclopropyl-2-(N-methylmethylsulfonamido)phenyl)amino)-6-((5-fluoro-4-methylpyridin-2-yl)amino)-N-Methoxynicotinamide